(Z)-4,4,5,5-tetramethyl-2-(prop-1-en-1-yl)-1,3,2-dioxaborolane CC1(OB(OC1(C)C)\C=C/C)C